N1C(C(CC1=O)=O)=O pyrrolidine-2,3,5-trione